COC1=C(C=C(C=C1)CC#N)C 4-methoxy-3-methylbenzeneacetonitrile